(1H-imidazol-4-yl)(4-(naphthalen-2-ylmethoxy)phenyl)methanol N1C=NC(=C1)C(O)C1=CC=C(C=C1)OCC1=CC2=CC=CC=C2C=C1